C(C)C1=C(C=CC=C1)NC(C(N)=O)=O N'-(2-ethylphenyl)oxamide